FC=1C=C(OC2CN(C2)C2=NC=NC3=C2SC=2N=NC(=C(C23)C)C)C=CC1 8-(3-(3-fluorophenoxy)azetidin-1-yl)-3,4-dimethylpyrimido[4',5':4,5]thieno[2,3-c]pyridazine